ClC=1C(=NC(=NC1)NC1=NC=C(C=C1)N1CCN(CC1)C)NC1=C(C=CC=C1)C 5-chloro-N2-(5-(4-methylpiperazin-1-yl)pyridin-2-yl)-N4-(o-tolyl)pyrimidine-2,4-diamine